C(CCCCCCCCCCCCCCCCC)(=O)O.C(CCCCCCCCCCCCCCCCC)(=O)O.C(CCCCCCCCCCCCCCCCC)(=O)O.CCCCCCCCCCCCCCCC(OCC(OC(CCCCCCCCCCCCCCC)=O)COC(CCCCCCCCCCCCCCC)=O)=O tripalmitin tristearate